C(C)OC(C(CCC=C)(C(F)(F)F)OCC1=CC=CC=C1)=O 2-benzyloxy-2-(trifluoromethyl)hex-5-enoic acid ethyl ester